[Br-].OC=1C(=CC=2CC[N+]3=C(C2C1)C=C1C=CC(=C(C1=C3)O)O)O 2,3,9,10-Tetrahydroxy-5,6-dihydroisoquinolino[3,2-a]isoquinolin-7-ium bromide